O=CCCCCCCCCC(CCCCCCCCCC)OC(=O)C1CCN(CC1)C 1-oxoeicosan-10-yl-1-methylpiperidine-4-carboxylate